NCCCN(CCC)CCC 3-aminopropyl-dipropylamine